(+-)-(2,5-dimethyl-2,3-dihydro-1H-inden-2-yl) methyl carbonate C(O[C@@]1(CC2=CC=C(C=C2C1)C)C)(OC)=O |r|